[1,1'-biphenyl] aluminum [Al].C1(=CC=CC=C1)C1=CC=CC=C1